ClC1=C(C(=O)NC2=C(C=C(C(=O)O)C=C2)OC)C=C(C=C1)F 4-(2-chloro-5-fluorobenzamido)-3-methoxybenzoic acid